CN(C1=CC=C2CCN(CC2=C1)C=1C=NC(=NC1)C1=NC=CC=N1)C N,N-dimethyl-2-(2-pyrimidin-2-ylpyrimidin-5-yl)-3,4-dihydro-1H-isoquinolin-7-amine